FC(OCC(C)(C)C=1N(C2=CC(=CC(=C2C1C1=CC=C(C(=O)O)C=C1)O)F)C1=CC=C(C=C1)F)F 4-[2-[2-(difluoromethoxy)-1,1-dimethyl-ethyl]-6-fluoro-1-(4-fluorophenyl)-4-hydroxy-indol-3-yl]benzoic acid